1-[[4-[[2-(trifluoromethyl)-1,3-dioxolan-2-yl]methoxy]phenyl]methyl]pyrazole-3-carboxylic acid ethyl ester C(C)OC(=O)C1=NN(C=C1)CC1=CC=C(C=C1)OCC1(OCCO1)C(F)(F)F